ClC1=CC=C(C(=N1)C#N)C1(CCOCC1)COC 6-chloro-3-(4-(methoxymethyl)tetrahydro-2H-pyran-4-yl)pyridinecarbonitrile